6-(2,8-dimethylimidazo[1,2-a]pyridin-6-yl)-2-(piperidin-4-yl)-1,3-benzothiazole CC=1N=C2N(C=C(C=C2C)C2=CC3=C(N=C(S3)C3CCNCC3)C=C2)C1